dimethyl-5-sulfoisophthalate sodium [Na].COC(C1=CC(C(=O)OC)=CC(=C1)S(=O)(=O)O)=O